N-(2-(1-(2-methoxyethyl)-2-methylpiperidin-3-yl)thieno[2,3-b]pyridin-4-yl)benzo[d]thiazol-5-amine COCCN1C(C(CCC1)C1=CC=2C(=NC=CC2NC=2C=CC3=C(N=CS3)C2)S1)C